(S)-5-(((2-(3'-chloro-2'-(2-chloro-3-((3-fluoro-4-(2-((2-hydroxyethyl)amino)ethyl)pyridin-2-yl)amino)phenyl)-6-methoxy-[2,4'-bipyridin]-5-yl)ethyl)amino)methyl)pyrrolidin-2-one ClC=1C(=NC=CC1C1=NC(=C(C=C1)CCNC[C@@H]1CCC(N1)=O)OC)C1=C(C(=CC=C1)NC1=NC=CC(=C1F)CCNCCO)Cl